(1S,4S,5R)-4-Ethynyl-4-hydroxy-2-methyl-2-azabicyclo[3.1.0]hexan-3-one C(#C)[C@@]1(C(N([C@H]2C[C@@H]12)C)=O)O